FC=1C=C(C=NC1)OCCN1CCC2(CS(C2)(=O)=O)CC1 7-(2-((5-Fluoropyridin-3-yl)oxy)ethyl)-2-thia-7-azaspiro[3.5]nonane 2,2-dioxide